Tetra-n-butylgermanium C(CCC)[Ge](CCCC)(CCCC)CCCC